bis(glycyl)-cystamine NCC(=O)N(CCSSCCN)C(CN)=O